(R)-(1-(3-aminopropyl)pyrrolidin-2-yl)methanol dichloride [Cl-].[Cl-].NCCCN1[C@H](CCC1)CO